ClC1=CC=C(C=C1)C1=NOC(=N1)CN1C(N(CC1=O)C1=CC=CC=C1)=O 3-{[3-(4-chlorophenyl)-1,2,4-oxadiazol-5-yl]methyl}-1-phenylimidazolidine-2,4-dione